3,5-dichloro-4-((2-(5-fluoropyridin-2-yl)-4-methylquinolin-6-yl)oxy)benzene ClC=1C=CC=C(C1OC=1C=C2C(=CC(=NC2=CC1)C1=NC=C(C=C1)F)C)Cl